(2S,3R)-3-((2-methylaminopyridin-4-yl)methyl)-N2-(1-methyl-1H-imidazol-2-yl)-N1-((R)-1-(3-chlorophenyl)propyl)-N2-methyl-4-oxoazetidine-1,2-dicarboxamide CNC1=NC=CC(=C1)C[C@@H]1[C@H](N(C1=O)C(=O)N[C@H](CC)C1=CC(=CC=C1)Cl)C(=O)N(C)C=1N(C=CN1)C